tert-butyl (3R)-3-[(6-fluoro-1-isopropylindol-3-yl)methyl]piperidine-1-carboxylate FC1=CC=C2C(=CN(C2=C1)C(C)C)C[C@@H]1CN(CCC1)C(=O)OC(C)(C)C